BrC=1C(=NC(=C(C1)[N+](=O)[O-])OC)C(CN(C)C)NC 1-(3-bromo-6-methoxy-5-nitropyridin-2-yl)-N1,N2,N2-Trimethylethane-1,2-diamine